3-(5-(4-((4-(2-hydroxypropan-2-yl)piperidin-1-yl)methyl)-5-(trifluoromethyl)pyridin-2-yl)-1-oxoisoindolin-2-yl)piperidine-2,6-dione OC(C)(C)C1CCN(CC1)CC1=CC(=NC=C1C(F)(F)F)C=1C=C2CN(C(C2=CC1)=O)C1C(NC(CC1)=O)=O